5-[2-(4-chloro-3-fluorophenoxy)acetamido]piperidine-1-carboxylate ClC1=C(C=C(OCC(=O)NC2CCCN(C2)C(=O)[O-])C=C1)F